5-(4-((6-(3-ethylureido)pyrimidin-4-yl)methyl)piperazin-1-yl)-6-fluoro-N-methylpicolinamide C(C)NC(NC1=CC(=NC=N1)CN1CCN(CC1)C=1C=CC(=NC1F)C(=O)NC)=O